FC=1C(=C(C=C(C1)C1CCNCC1)CC(=O)OCC)OC ethyl 2-(3-fluoro-2-methoxy-5-(piperidin-4-yl)phenyl)acetate